(2,6-dibenzyloxy-3-pyridyl)-boronic acid C(C1=CC=CC=C1)OC1=NC(=CC=C1B(O)O)OCC1=CC=CC=C1